1-(3,4-dichlorophenyl)-7-(4,4-difluorocyclohexyl)-3-(pyridin-3-yl)quinazolin-2,4(1H,3H)-dione ClC=1C=C(C=CC1Cl)N1C(N(C(C2=CC=C(C=C12)C1CCC(CC1)(F)F)=O)C=1C=NC=CC1)=O